6-((1-((1-(2-hydroxyethoxy)-2-methylpropan-2-yl)sulfonyl)cyclopropyl)methyl)-1-methyl-7-oxo-4,5,6,7-tetrahydro-1H-pyrazolo[3,4-c]pyridine-3-carboxamide OCCOCC(C)(C)S(=O)(=O)C1(CC1)CN1C(C2=C(CC1)C(=NN2C)C(=O)N)=O